(3S,4R)-4-(4-bromo-5-chloro-1-methyl-pyrazol-3-yl)-N-(6-fluoro-2-pyridyl)-1-methyl-2-oxo-pyrrolidine-3-carboxamide BrC=1C(=NN(C1Cl)C)[C@@H]1[C@H](C(N(C1)C)=O)C(=O)NC1=NC(=CC=C1)F